C(C)(C)(C)OC(=O)NC[C@@]1(OC2=C(C1)C(=C(C=C2)Cl)C2=C(C(=NC=C2C(=O)OC)OC)F)C2=CC=CC=C2 methyl 4-((2S,4R)-2-(((tert-butoxycarbonyl) amino) methyl)-5-chloro-2-phenyl-2,3-dihydrobenzofuran-4-yl)-5-fluoro-6-methoxynicotinate